C(N)(=O)C1=CC=C2C=CN(C2=C1)C[C@@H]1CC[C@H](CC1)C(=O)OC methyl trans-4-[(6-carbamoyl indol-1-yl)methyl]cyclohexanecarboxylate